2-[6-[rac-(4aR,8aS)-2,3,4a,5,6,7,8,8a-octahydropyrido[4,3-b][1,4]oxazin-4-yl]pyridazin-3-yl]-3,5-dimethyl-phenol O1[C@@H]2[C@H](N(CC1)C1=CC=C(N=N1)C1=C(C=C(C=C1C)C)O)CNCC2 |r|